C(CCC)P([O-])(=O)C(C)CC n-butylsec-butylphosphinate